N-(1-(dimethylamino)propan-2-yl)-7-(8-ethyl-7-fluoro-3-hydroxynaphthalen-1-yl)-8-fluoro-4-((R)-3-hydroxy-3-methylpiperidin-1-yl)pyrido[4,3-d]pyrimidine-2-carboxamide CN(CC(C)NC(=O)C=1N=C(C2=C(N1)C(=C(N=C2)C2=CC(=CC1=CC=C(C(=C21)CC)F)O)F)N2C[C@](CCC2)(C)O)C